6-{[4-({[tert-butyl(dimethyl)silyl]oxy}methyl)-1H-pyrazol-1-yl]methyl}-4-methoxy-1,2-benzoxazol-3-amine [Si](C)(C)(C(C)(C)C)OCC=1C=NN(C1)CC1=CC2=C(C(=NO2)N)C(=C1)OC